ClC=1N=CC2=C(N1)N(C=C2Cl)C(C)C 2,5-dichloro-7-isopropyl-7H-pyrrolo[2,3-d]pyrimidine